C(C)(C)(C)OC(CC(=O)[O-])=O.C(C)(C)(C)OC(CC(=O)[O-])=O.[Mg+2] Magnesium bis(3-t-butoxy-3-oxopropanoate)